(S)-2-methyl-N-[(1S)-1-[4-(2-methylpropyl)phenyl]ethyl]propane-2-sulfinamide CC(C)(C)[S@](=O)N[C@@H](C)C1=CC=C(C=C1)CC(C)C